FC(C1(CC1)C1=CC=C(C=C1)/C=C/C(=O)O)(F)F (E)-3-(4-(1-(trifluoromethyl)cyclopropyl)phenyl)acrylic acid